((5-(5-(chlorodifluoromethyl)-1,2,4-oxadiazol-3-yl)pyridin-2-yl)methyl)(methyl)(morpholino)phosphine oxide ClC(C1=NC(=NO1)C=1C=CC(=NC1)CP(N1CCOCC1)(C)=O)(F)F